N-(3-{5-[(4-chloro-3-fluorophenoxy)methyl]-1,3,4-oxadiazol-2-yl}bicyclo[1.1.1]pentan-1-yl)-2-[(2,2-difluoro-2H-1,3-benzodioxol-5-yl)oxy]acetamide ClC1=C(C=C(OCC2=NN=C(O2)C23CC(C2)(C3)NC(COC3=CC2=C(OC(O2)(F)F)C=C3)=O)C=C1)F